FC1([C@H]2C[C@@H](C[C@@H](C1)N2)N(C=2N=CC(=NC2)C2=C(C=C(C(=C2)F)C=2C=NN(C2)C)O)C)F 2-(5-(((1S,3R,5R)-6,6-difluoro-8-azabicyclo[3.2.1]octan-3-yl)(methyl)amino)pyrazin-2-yl)-4-fluoro-5-(1-methyl-1H-pyrazol-4-yl)phenol